CC=1C=C(N=NC1C1=CC=C(C=C1)C(F)(F)F)N[C@H]1CN(CCC1)C (R)-5-methyl-N-(1-methylpiperidin-3-yl)-6-(4-(trifluoromethyl)phenyl)-pyridazin-3-amine